ClC1=NC(=C2N=CN(C2=N1)C)N1C[C@H](N(C[C@@H]1C)C(=O)OC(C)(C)C)CC tert-butyl (2R,5S)-4-(2-chloro-9-methyl-9H-purin-6-yl)-2-ethyl-5-methylpiperazine-1-carboxylate